(E)-3-(2-(3H-spiro[isobenzofuran-1,4'-piperidine]-1'-carbonyl)phenyl)-N-hydroxyacrylamide N1(CCC2(CC1)OCC1=CC=CC=C12)C(=O)C1=C(C=CC=C1)/C=C/C(=O)NO